tert-butyl (R)-methyl(1-((2-((4-(4-morpholino-7H-pyrrolo[2,3-d]pyrimidin-6-yl)phenyl)carbamoyl)pyridin-4-yl)methyl)piperidin-3-yl)carbamate CN(C(OC(C)(C)C)=O)[C@H]1CN(CCC1)CC1=CC(=NC=C1)C(NC1=CC=C(C=C1)C1=CC2=C(N=CN=C2N2CCOCC2)N1)=O